CCCCCCCC/C=C\CCCCCCCC(=O)O[C@H](COC(=O)CC/C=C\C/C=C\C/C=C\C/C=C\C/C=C\C/C=C\CC)COP(=O)(O)OC[C@H](CO)O 1-(4Z,7Z,10Z,13Z,16Z,19Z-docosahexaenoyl)-2-(9Z-octadecenoyl)-glycero-3-phospho-(1'-sn-glycerol)